[Li].C[Si](N[Si](C)(C)C)(C)C 1,1,1,3,3,3-hexamethyldisilazane Lithium